methyl 5-(azetidin-1-yl)-3-(4-fluorophenyl)isoxazole-4-carboxylate N1(CCC1)C1=C(C(=NO1)C1=CC=C(C=C1)F)C(=O)OC